N-[5-(5-tert-butyl-4H-1,2,4-triazol-3-yl)-2-methylphenyl]pyrazolo[1,5-a]pyridine-3-carboxamide C(C)(C)(C)C=1NC(=NN1)C=1C=CC(=C(C1)NC(=O)C=1C=NN2C1C=CC=C2)C